benzyl-({2-[4-(4-fluorophenyl)-2,2-dimethyloxahex-4-yl]ethyl})amine C(C1=CC=CC=C1)NCCC(CC(O)(C)C)(CC)C1=CC=C(C=C1)F